C(C=C)(=O)N1CCC(CC1)C1CCNC=2N1N=C(C2C(=O)N)C2=CC(=C(C=C2)OC2=CC=CC=C2)Cl 7-(1-Acryloylpiperidin-4-yl)-2-(3-chloro-4-phenoxyphenyl)-4,5,6,7-tetrahydropyrazolo[1,5-a]pyrimidine-3-carboxamide